C(CCC)C1=CC=CC=2C3=CC(=CC=C3N(C12)C=1C=CC=2NC3=CC=CC=C3C2C1)N1C2=CC=CC=C2C=2C=CC=CC12 butyl-9'H-9,3':6,9''-tercarbazole